C1(CC1)N(CCC(C(=O)O)NC(=O)OCC1=CC(=CC(=C1)F)F)CCCCC1=NC=2NCCCC2C=C1 4-[cyclopropyl-[4-(5,6,7,8-tetrahydro-1,8-naphthyridin-2-yl)butyl]amino]-2-[(3,5-difluorophenyl)methoxycarbonylamino]butanoic acid